N12CCN(C(CC1)CC2)C(=O)N2N=C(C1=C2CCC1)N1N=CC(=C1)C(F)(F)F (1,4-diazabicyclo[3.2.2]nonan-4-yl)(3-(4-(trifluoromethyl)-1H-pyrazol-1-yl)-5,6-dihydrocyclopenta[c]pyrazol-1(4H)-yl)methanone